1-((8-((2,2'-dimethyl-3'-(2-morpholinoethoxy)-[1,1'-biphenyl]-3-yl)amino)-1,7-naphthyridin-3-yl)methyl)piperidine-2-acetic acid CC1=C(C=CC=C1NC=1N=CC=C2C=C(C=NC12)CN1C(CCCC1)CC(=O)O)C1=C(C(=CC=C1)OCCN1CCOCC1)C